C(C=1C(O)=CC=CC1)=NC(CN)C N'-salicylidenepropylenediamine